tert-butyl 2-methylsulfanyl-4,6,7,8-tetrahydropyrazolo[1,5-a][1,4]diazepine-5-carboxylate CSC1=NN2C(CN(CCC2)C(=O)OC(C)(C)C)=C1